C(C1=CC=CC=C1)N[C@H]1[C@@](CCC1)(O)C (1R,2R)-2-(benzylamino)-1-methylcyclopentan-1-ol